(6aS)-3-(3-(difluoromethoxy)-5-fluorophenyl)-8-((methylsulfonyl)methoxy)-5-((3-(trifluoromethyl)phenyl)sulfonyl)-6,6a,7,8,9,10-hexahydro-5H-pyrido[1,2-a]quinoxaline FC(OC=1C=C(C=C(C1)F)C1=CC=2N(C[C@H]3N(C2C=C1)CCC(C3)OCS(=O)(=O)C)S(=O)(=O)C3=CC(=CC=C3)C(F)(F)F)F